COC1=CC2=C(C3=C1OCCO3)C=C(S2)C(CCC(=O)O)=O 4-(5-methoxy-2,3-dihydrothieno[3',2':3,4]benzo[1,2-b][1,4]dioxin-8-yl)-4-oxobutanoic acid